C(=O)(O)[C@@H]1[C@H](C1)[C@@](N)(CC1C2=CC=CC=C2OC=2C=CC=CC12)C(=O)O 2-[(1S,2S)-2-carboxycyclopropyl]-3-(9H-xanthen-9-yl)-D-alanine